N-((2-(4-(3-(tert-butylamino)propoxy)phenyl)thiazol-5-yl)methyl)-11-oxo-10,11-dihydrodibenzo[b,f][1,4]thiazepine-8-carboxamide 5,5-dioxide C(C)(C)(C)NCCCOC1=CC=C(C=C1)C=1SC(=CN1)CNC(=O)C1=CC2=C(S(C3=C(C(N2)=O)C=CC=C3)(=O)=O)C=C1